3-(6-(4-((4-(5-(2-amino-9-chloro-10-oxo-10H-chromeno[3,2-b]pyridin-4-yl)pyridin-2-yl)piperazin-1-yl)methyl)piperidin-1-yl)-1-oxoisoindolin-2-yl)piperidine-2,6-dione NC1=CC(=C2C(=N1)C(C=1C(=CC=CC1O2)Cl)=O)C=2C=CC(=NC2)N2CCN(CC2)CC2CCN(CC2)C2=CC=C1CN(C(C1=C2)=O)C2C(NC(CC2)=O)=O